7-(2,4-Difluorophenyl)-8-(4-(4-isopropylpiperazin-1-yl)phenyl)-5,6-dihydronaphthalen-2-ol FC1=C(C=CC(=C1)F)C=1CCC=2C=CC(=CC2C1C1=CC=C(C=C1)N1CCN(CC1)C(C)C)O